NC=1NC(C=2N=CN(C2N1)[C@H]1[C@@H]([C@@H]([C@H](O1)CC(=O)NCCCC)O)O)=O 2-[(2R,3S,4R,5R)-5-(2-amino-6-oxo-1H-purin-9-yl)-3,4-dihydroxy-tetrahydrofuran-2-yl]N-butyl-acetamide